COC(C1=C(C=C(C=C1)C1=NC=CC(=N1)C=1SC=C(C1)Br)OC)=O 4-(4-(4-bromothiophen-2-yl)pyrimidin-2-yl)-2-methoxybenzoic acid methyl ester